7,6-dibutylamino-1,8-diazabicyclo[5.4.0]undecene C(CCC)NC12C(CCC=CN2CCCN1)NCCCC